4-(1-(4-phenyl-1-(4-(trifluoromethyl)benzyl)-1H-indole-7-carboxamido)cyclopropyl)benzoic acid C1(=CC=CC=C1)C1=C2C=CN(C2=C(C=C1)C(=O)NC1(CC1)C1=CC=C(C(=O)O)C=C1)CC1=CC=C(C=C1)C(F)(F)F